N-(4-((3S,4R)-3-fluoro-4-(methoxy-d3)piperidin-1-yl)-1,3,5-triazin-2-yl)-5-isopropyl-8-(2-oxa-7-azaspiro[3.5]nonan-7-yl)isoquinolin-3-amine F[C@H]1CN(CC[C@H]1OC([2H])([2H])[2H])C1=NC(=NC=N1)NC=1N=CC2=C(C=CC(=C2C1)C(C)C)N1CCC2(COC2)CC1